N-(1-(tert-butyl)-3-(3-(((4-cyclopropylisothiazol-3-yl)oxy)methyl)cyclobutyl)-1H-pyrazol-5-yl)-2-(3-methylisoxazol-5-yl)acetamide C(C)(C)(C)N1N=C(C=C1NC(CC1=CC(=NO1)C)=O)C1CC(C1)COC1=NSC=C1C1CC1